Cl.CNCCN [2-(methylamino)ethyl]Amine hydrochloride salt